5-(difluoromethyl)-3-fluoro-N-methyl-1H-indazole FC(C=1C=C2C(=NN(C2=CC1)C)F)F